1-(4-(naphthalen-2-ylmethoxy)benzyl)-4-nitro-1H-imidazole C1=C(C=CC2=CC=CC=C12)COC1=CC=C(CN2C=NC(=C2)[N+](=O)[O-])C=C1